C(C)(C)(C)OC(=O)N1C=CC2=C(C(=CC(=C12)C)OC)CN1[C@@H](CCCC1)C1=CC=C(C=2C=NNC12)C(=O)OCC ethyl (S)-7-(1-((1-(tert-butoxycarbonyl)-5-methoxy-7-methyl-1H-indol-4-yl)methyl)piperidin-2-yl)-1H-indazole-4-carboxylate